FC(COC(C(=C)F)=O)(F)F 2,2,2-trifluoroethyl-α-fluoroacrylate